ClC1=C(C(=O)N[C@H]2[C@H]3CC[C@@H](C2)N3C#N)C=CC(=C1)C=1C=NN(C1)C1CC1 2-chloro-N-((1R,2R,4S)-7-cyano-7-azabicyclo[2.2.1]heptan-2-yl)-4-(1-cyclopropyl-1H-pyrazol-4-yl)benzamide